C(C)[C@@]1(CC[C@@]2([C@H]3CC[C@@]4([C@H](CC[C@H]4[C@@H]3CC[C@@H]2C1)[C@@H](CC[C@@](C(F)(F)F)(C)O)OC)C)C)O (3S,5R,8R,9S,10S,13S,14S,17S)-3-ethyl-10,13-dimethyl-17-((1R,4R)-5,5,5-trifluoro-4-hydroxy-1-methoxy-4-methylpentyl)hexadecahydro-1H-cyclopenta[a]phenanthren-3-ol